C(CCC)SCCC=1N(C(=NN1)S)C1=CC=CC=C1 5-[2-(butylthio)ethyl]-4-phenyl-4H-1,2,4-triazole-3-thiol